C(\C=C/C(=O)O)(=O)O.ClC1=CC2=C(CCC3=C(N2CCCCNC/C=C/C(=O)OCC)C=CC(=C3)OCC#C)C=C1 Ethyl (E)-4-[4-(7-Chloro-2-prop-2-ynyloxy-10,11-dihydro-dibenzo[b,f]azepin-5-yl)-butylamino]-but-2-enoate maleate